C(#N)C1=C(C=CC(=C1)C)NC(OC)=O methyl (2-cyano-4-methylphenyl)carbamate